1-(4-Fluoro-2-(1H-tetrazol-5-yl)phenyl)pentan-1-ol FC1=CC(=C(C=C1)C(CCCC)O)C1=NN=NN1